C(C=C)OC(C)(C)C1=CC(=NC=C1Br)Cl 4-(2-(allyloxy)prop-2-yl)-5-bromo-2-chloropyridine